ClC=1C=C(NC2(CCC3(C(=CC4=CC=CC=C34)C3=CC(=CC=C3)OCCOC)CC2)C(=O)O)C=CC1 (1s,4s)-4-(3-chloroanilino)-2'-[3-(2-methoxyethoxy)phenyl]spiro[cyclohexane-1,1'-indene]-4-carboxylic acid